10-[1,1'-biphenyl]-4-yl-2-(1-methylethyl)-9-oxo-9H-thioxanthenium C1(=CC=C(C=C1)[S+]1C=2C=CC(=CC2C(C2=CC=CC=C12)=O)C(C)C)C1=CC=CC=C1